C(C)OC(=O)C1(CCOCC1)CCC=C 4-(but-3-en-1-yl)tetrahydro-2H-pyran-4-carboxylic acid ethyl ester